C(C)OC1=CC=C(C=C1)N1[C@@H]2CN(C[C@H](C1)CC2(C)C)S(=O)(=O)N2CCOCC2 4-(((1S,5S)-6-(4-ethoxyphenyl)-9,9-dimethyl-3,6-diazabicyclo[3.2.2]nonan-3-yl)sulfonyl)morpholine